3-methyl-butyrate CC(CC(=O)[O-])C